3-(4-{2-[1-(4-amino-3-methoxybenzoyl)azetidin-3-yl]ethynyl}-1-oxo-3H-isoindol-2-yl)piperidine-2,6-dione NC1=C(C=C(C(=O)N2CC(C2)C#CC2=C3CN(C(C3=CC=C2)=O)C2C(NC(CC2)=O)=O)C=C1)OC